C(C)OC1=NC=C(C(=C1)C1=NN(C=2C[C@@H](CCC12)C(=O)NC1(CCS(CC1)(=O)=O)C)C(C)C(C)(C)O)F (6R)-3-(2-ethoxy-5-fluoropyridin-4-yl)-1-(3-hydroxy-3-methylbutan-2-yl)-N-(4-methyl-1,1-dioxidotetrahydro-2H-thiopyran-4-yl)-4,5,6,7-tetrahydro-1H-indazole-6-carboxamide